2-(4-Thiazolyl)-imidazole S1C=NC(=C1)C=1NC=CN1